COC(=O)C1(CN(C1)C(=O)OC(C)(C)C)CO 3-(hydroxymethyl)azetidine-1,3-dicarboxylic acid 1-(tert-butyl) 3-methyl ester